C=12N3CC4CCC(C3COC=3N=CC=C(C=CN1)C23)N4C(=O)[O-] 10-oxa-2,12,18,20-tetrazapentacyclo[9.7.1.14,7.02,8.015,19]icosa-1(18),11(19),12,14,16-pentaene-20-carboxylate